Cl.ClC(CN(C)C)C1=CC(=C(C=C1)Cl)Cl 2-chloro-2-(3,4-dichlorophenyl)-N,N-dimethyl-ethylamine hydrochloride